OC1=C(C=C(C(C(=O)O)O)C=C1)OCCC 4-hydroxy-3-propoxymandelic acid